(4-bromo-3-methoxypyridin-2-yl)propan-1-one BrC1=C(C(=NC=C1)C(CC)=O)OC